C(C)(C)(C)OC(=O)N1CC=2N=C(N=C(C2CC1)N1C[C@@H](N(CC1)C(=O)OCC1=CC=CC=C1)CC#N)Cl 4-[(3S)-4-benzyloxycarbonyl-3-(cyanomethyl)piperazin-1-yl]-2-chloro-6,8-dihydro-5H-pyrido[3,4-d]pyrimidine-7-carboxylic acid tert-butyl ester